methyl 1-(3-fluorophenyl)-1H-imidazole-4-carboxylate FC=1C=C(C=CC1)N1C=NC(=C1)C(=O)OC